ClC1=C(N=C(S1)NC(C1=C(C=C(C=C1F)N1CCNCC1)F)=O)C(C)(C#C)C1=CC=C(C=C1)Cl N-(5-chloro-4-(2-(4-chlorophenyl)but-3-yn-2-yl)thiazol-2-yl)-2,6-difluoro-4-(piperazin-1-yl)benzamide